3-(3-{[(tert-butyldimethylsilyl)oxy]methyl}azetidin-1-yl)-6-(5-chloro-2-fluorophenyl)pyridazine-4-carboxylic acid [Si](C)(C)(C(C)(C)C)OCC1CN(C1)C=1N=NC(=CC1C(=O)O)C1=C(C=CC(=C1)Cl)F